CC(C)(C)C=1CCC=C(C1)C(C)(C)C 3,5-bis(1,1-dimethylethyl)-3,5-cyclohexadiene